2-chloro-5-methyl-8-(tetrahydro-2H-pyran-4-ylmethyl)-7,8-dihydropteridin-6(5H)-one ClC1=NC=2N(CC(N(C2C=N1)C)=O)CC1CCOCC1